2-chlorodeoxyadenosine-5'-triphosphate P(O)(=O)(OP(=O)(O)OP(=O)(O)O)OC[C@@H]1[C@H](C[C@@H](O1)N1C=NC=2C(N)=NC(=NC12)Cl)O